CC1=C(C=2N(C(=N1)N1CCC3(CCC[C@H]3N)CC1)C=CN2)C2=C(C=CC=C2)C(F)(F)F (R)-8-(7-methyl-8-(2-(trifluoromethyl)phenyl)imidazo[1,2-c]pyrimidin-5-yl)-8-azaspiro[4.5]decan-1-amine